6-(((trifluoromethyl)sulfonyl)oxy)-3,4-dihydropyridine-1(2H)-carboxylate FC(S(=O)(=O)OC1=CCCCN1C(=O)[O-])(F)F